N-(2-chlorophenyl-ethyl)-2-ethynyl-thiazole-4-carboxamide ClC1=C(C=CC=C1)CCNC(=O)C=1N=C(SC1)C#C